O=C([C@H](C)NC(OC(C)(C)C)=O)N[C@@H]1C(NCCCC1)=O tert-butyl ((S)-1-oxo-1-(((S)-2-oxoazepan-3-yl)amino)propan-2-yl)carbamate